FC(C1=NN=C(O1)C1=CC=2N(C=C1)C=C(N2)CN(S(=O)(=O)N2CCN(CC2)C2CCOCC2)C2=CC(=CC=C2)F)F N-((7-(5-(difluoromethyl)-1,3,4-oxadiazol-2-yl)imidazo[1,2-a]pyridin-2-yl)methyl)-N-(3-fluorophenyl)-4-(tetrahydro-2H-pyran-4-yl)piperazine-1-sulfonamide